(S)-N-(2'-amino-5'H-spiro[chromane-4,4'-thiazol]-6-yl)-5-cyanomethylpyridineamide NC=1SC[C@]2(N1)CCOC1=CC=C(C=C12)NC(=O)C1=NC=C(C=C1)CC#N